4-(2,3,3-trimethyl-3H-indol-1-ium-1-yl)butan-1-sulfonate CC1=[N+](C2=CC=CC=C2C1(C)C)CCCCS(=O)(=O)[O-]